3-glycidoxypropylether C(C1CO1)OCCCOCCCOCC1CO1